FC=1C=C(C=CC1F)NC(=O)C=1N(C=C2C1OCC1C(NS2(=O)=O)CCC1)C N-(3,4-Difluorophenyl)-2-methyl-5a,6,7,8,8a,9-hexahydro-2H,5H-cyclopenta[f]pyrrolo[3,4-b][1,4,5]oxathiazocin-1-carboxamid-4,4-dioxid